N1(CCCCC1)C1CCN(CC1)C(=O)O[C@H]1/C=C/[C@@H]([C@H](OC(C[C@@H](CC[C@@]1(C)O)O)=O)\C(\C)=C\C=C\[C@@H](C)C1=NC=CC=C1)C (2S,3S,6S,7R,10R,E)-7,10-dihydroxy-3,7-dimethyl-12-oxo-2-((R,2E,4E)-6-(pyridin-2-yl)hepta-2,4-dien-2-yl)oxacyclododec-4-en-6-yl [1,4'-bipiperidine]-1'-carboxylate